C(C)(C)SC1=NC=CC=C1C=1C=C2CCN(C(C2=CC1)=O)CCC(=O)OC methyl 3-[6-(2-isopropylsulfanyl-pyridin-3-yl)-1-oxo-3,4-dihydro-1H-isoquinolin-2-yl]-propionate